diphenoxyphosphoryloxybenzene O(C1=CC=CC=C1)P(=O)(OC1=CC=CC=C1)OC1=CC=CC=C1